C(C1=CC=C(C=C1)OC)(=O)OC methyl anisoate